propionyl-L-carnitine 3-hydroxybutyrate salt OC(CC(=O)O)C.C(CC)(=O)[C@](O)(C[N+](C)(C)C)CC([O-])=O